ClC=1C=C(OC2=C(C=C(C=C2)NC(CC2=CC=C(C=C2)OC)=O)S(N)(=O)=O)C=CC1 N-[4-(3-chlorophenoxy)-3-sulfamoylphenyl]-2-(4-methoxyphenyl)acetamide